N-(2-((1r,4r)-4-((4-(2-(2,4-dioxotetrahydropyrimidin-1(2H)-yl)-1,3-dioxoisoindolin-5-yl)piperazin-1-yl)methyl)cyclohexyl)-6-methoxy-2H-indazol-5-yl)-6-(trifluoromethyl)picolinamide O=C1N(CCC(N1)=O)N1C(C2=CC=C(C=C2C1=O)N1CCN(CC1)CC1CCC(CC1)N1N=C2C=C(C(=CC2=C1)NC(C1=NC(=CC=C1)C(F)(F)F)=O)OC)=O